4-(4-(3-(4-chloro-3-(trifluoromethyl)phenyl)ureido)phenoxy)picolinoyl chloride ClC1=C(C=C(C=C1)NC(NC1=CC=C(OC2=CC(=NC=C2)C(=O)Cl)C=C1)=O)C(F)(F)F